NN1C=NN=C1S 4-amino-5-sulfydryl-1,2,4-triazole